O=C1NC(CCC1N1C(C2=CC=CC(=C2C1=O)OCC(=O)NCCOCCOCCC(=O)NC1(CN(C1)C(=O)OC(C)(C)C)C1=NC=CC=C1)=O)=O tert-butyl 3-(3-(2-(2-(2-((2-(2,6-dioxopiperidin-3-yl)-1,3-dioxoisoindolin-4-yl)oxy)acetamido)ethoxy)ethoxy)propanamido)-3-(pyridin-2-yl)azetidine-1-carboxylate